C(C)C(COC1=CC(=C(C=C1)C1=NC(=NC(=N1)C1=C(C=C(C=C1)OCC(CCCC)CC)O)C1=CC=C(C=C1)OC)O)CCCC 2,4-bis(4-[2-ethylhex-yloxy]-2-hydroxyphenyl)-6-(4-methoxyphenyl)-1,3,5-triazine